2-hydroxy-N,N-bisethoxymethylpyrrolidinium OC1[N+](CCC1)(COCC)COCC